O=C[C@H](O)[C@@H](O)[C@H](O)C(=O)O xyluronic acid